N1(N=CC=C1)C[C@@H]1COC=2C(=C(C=C3C(=NC(N1C23)=O)N2[C@H](CN([C@@H](C2)C)C(C=C)=O)C)Cl)C2=C(C=CC=C2O)F (3R,10S)-3-((1H-pyrazol-1-yl)methyl)-7-((2S,5R)-4-acryloyl-2,5-dimethylpiperazin-1-yl)-9-chloro-10-(2-fluoro-6-hydroxyphenyl)-2H-[1,4]oxazino-[2,3,4-ij]quinazolin-5(3H)-one